(E)-3-(3-chloro-4-fluorophenyl)-N'-cinnamoylacrylohydrazide ClC=1C=C(C=CC1F)/C=C/C(=O)NNC(C=CC1=CC=CC=C1)=O